1,7-dibromo-4,9,12-triphenylnaphtho[1,2,3,4-ghi]perylene BrC1=CC=C(C2=C1C=1C=CC3=C(C=CC=4C5=C(C=C(C6=CC=C2C(C1C34)=C65)Br)C6=CC=CC=C6)C6=CC=CC=C6)C6=CC=CC=C6